6-(4-((R)-3-(2-methoxyethoxy)pyrrolidin-1-yl)phenyl)-1-(2-((S)-3-methoxypyrrolidin-1-yl)benzo[d]thiazol-6-yl)-4-oxo-1,4-dihydropyridine-3-carboxylic acid COCCO[C@H]1CN(CC1)C1=CC=C(C=C1)C1=CC(C(=CN1C1=CC2=C(N=C(S2)N2C[C@H](CC2)OC)C=C1)C(=O)O)=O